ICCCOC1=C2CCN(CC2=CC=C1)C(=O)OC(C)(C)C tert-Butyl 5-(3-iodopropoxy)-3,4-dihydroisoquinoline-2(1H)-carboxylate